ClC1=CC=C(CC2C(N(C3CC23)C2=C(C(=NN2)C2=CN=NC=C2)CO)=O)C=C1 Endo-4-(4-chlorobenzyl)-2-(4-(hydroxymethyl)-3-(pyridazin-4-yl)-1H-pyrazol-5-yl)-2-azabicyclo[3.1.0]hexan-3-one